2-[4-(3,4-difluorophenoxy)phenyl]-7-[1-(prop-2-enoyl)azetidin-3-yl]-4,5,6,7-tetrahydro-2H-pyrazolo[3,4-b]pyrazine-3-carboxamide FC=1C=C(OC2=CC=C(C=C2)N2N=C3N(CCNC3=C2C(=O)N)C2CN(C2)C(C=C)=O)C=CC1F